5-benzyl-N-(4-(5-(2-isobutoxyethoxy)-2-methylphenyl)pyridin-2-yl)-4H-1,2,4-triazole-3-carboxamide C(C1=CC=CC=C1)C=1NC(=NN1)C(=O)NC1=NC=CC(=C1)C1=C(C=CC(=C1)OCCOCC(C)C)C